FC=1C=C(C=C(C1CNCCO)OC)C=1C(=C(C=CC1)C1=C(C(=CC=C1)NC(C1=NC=C(C=C1)CNCCO)=O)C)C N-(3''-fluoro-4''-(((2-hydroxyethyl)amino)methyl)-5''-methoxy-2,2'-dimethyl-[1,1':3',1''-terphenyl]-3-yl)-5-(((2-hydroxyethyl)amino)methyl)picolinamide